CC1=NC2=CC=CC(=C2C(N1C1C(NC(CC1)=O)=O)=O)NCC1=CC=C(C=C1)CN1CC(C1)C1=NC=CC=C1 3-(2-methyl-4-oxo-5-((4-((3-(pyridin-2-yl)azetidin-1-yl)methyl)benzyl)amino)quinazolin-3(4H)-yl)piperidine-2,6-dione